2-(2'-ethyl-2,3',5'-trifluoro-4'-((8-(methylsulfonyl)-3,8-diazabicyclo[3.2.1]octan-3-yl)methyl)-[1,1'-biphenyl]-4-yl)-1,1,1,3,3,3-hexafluoropropan-2-ol C(C)C1=C(C=C(C(=C1F)CN1CC2CCC(C1)N2S(=O)(=O)C)F)C2=C(C=C(C=C2)C(C(F)(F)F)(C(F)(F)F)O)F